CS(=O)(=O)C1=CC=C(C=C1)NCC#CC=1N(C2=CC=CC(=C2C1)NC1CCN(CC1)CC(=O)N[C@H](C(=O)O)CCC(=O)O)CC(F)(F)F (2S)-2-(2-{4-[(2-{3-[(4-methane-sulfonylphenyl)amino]prop-1-yn-1-yl}-1-(2,2,2-trifluoroethyl)-1H-indol-4-yl)amino]piperidin-1-yl}acetamido)pentanedioic acid